ClC1=CC2=C(C=N1)C=C(N2COCC[Si](C)(C)C)I 6-chloro-2-iodo-1-[[2-(trimethylsilyl)ethoxy]methyl]pyrrolo[3,2-c]pyridine